NC1=C2C(=NC=N1)N(N=C2C2=CC=C(C=C2)OC2=CC=CC=C2)C2CN(CCC2)C(C=CC2=CC(=C(C=C2)F)F)=O 1-(3-(4-amino-3-(4-phenoxyphenyl)-1H-pyrazolo[3,4-d]pyrimidin-1-yl)piperidin-1-yl)-3-(3,4-difluorophenyl)prop-2-en-1-one